3-(6-(1-(piperidin-4-ylmethyl)piperidin-4-yl)-1H-indazol-3-yl)piperidine-2,6-dione N1CCC(CC1)CN1CCC(CC1)C1=CC=C2C(=NNC2=C1)C1C(NC(CC1)=O)=O